4,5-dimethylene-1,3-dioxolan-2-one C=C1OC(OC1=C)=O